COC1=NC=C(C=C1C(=O)NCC(C(=O)OC(C)(C)C)(C)C)C1=CC=C2C(=NNC2=C1)C(NC[2H])=O tert-butyl 3-[(2-methoxy-5-{3-[(deutero)methylcarbamoyl]-1H-indazol-6-yl}pyridin-3-yl)-formamido]-2,2-dimethyl-propanoate